CC1(CC1)C1=C(C1)C1(CC1)C 1,2-di(1-methylcyclopropyl)cyclopropene